N[C@@H]([C@@H](C(=O)N[C@@](C(=O)O)(C)C1=CC(=CC=C1)OC(F)(F)F)O)CC1=CC=CC=C1 (S)-2-((2S,3R)-3-amino-2-hydroxy-4-phenylbutanamido)-2-(3-(trifluoromethoxy)phenyl)propanoic acid